N1(CCCC2=CC=CC=C12)S(=O)(=O)C1=CC=C(C(=O)NC=2N=NC=CC2)C=C1 4-((3,4-dihydroquinolin-1(2H)-yl)sulfonyl)-N-(pyridazin-3-yl)benzamide